C(C1=CC=CC=C1)C=1C(C2=CC=CC=C2C(C1N)=O)=O 2-benzyl-aminonaphthalene-1,4-dione